C1=CC=CC=2OC[C@H]3C4=CC=CC=C4O[C@H]3C12 Pterocarpane